5-(4-ethoxyphenyl)-N-isopropylfuran-2-carboxamide C(C)OC1=CC=C(C=C1)C1=CC=C(O1)C(=O)NC(C)C